CN(C(\C=C\C1=CC2=C(NC(C(CC2)N2CC3(C2)CCOCC3)=O)N=C1)=O)CC=1OC3=C(C1C)C=CC=C3 (E)-N-Methyl-N-((3-methylbenzofuran-2-yl)methyl)-3-(8-oxo-7-(7-oxa-2-azaspiro[3.5]nonan-2-yl)-6,7,8,9-tetrahydro-5H-pyrido[2,3-b]azepin-3-yl)acrylamide